N-[5-[[Dimethyl(oxo)-λ6-sulfanylidene]amino]-2-[[4-(1H-indol-3-yl)-5-methyl-pyrimidin-2-yl]amino]phenyl]prop-2-enamide CS(=O)(C)=NC=1C=CC(=C(C1)NC(C=C)=O)NC1=NC=C(C(=N1)C1=CNC2=CC=CC=C12)C